CN(C1CCC2(CN(C2)C(=O)NC2=NC(=NS2)SC)CC1)C=1C2=C(N=CN1)N(C=C2)S(=O)(=O)C2=CC=C(C)C=C2 7-(methyl-(7-tosyl-7H-pyrrolo[2,3-d]pyrimidin-4-yl)amino)-N-(3-(methylthio)-1,2,4-thiadiazol-5-yl)-2-azaspiro[3.5]nonane-2-carboxamide